ClC=1C=C(C(=NC1)N1C(C(N(C(C1)=O)CC1=CC=C(C=C1)F)C12CC(C1)(C2)C(=O)N)=O)F 3-(4-(5-chloro-3-fluoro-pyridin-2-yl)-1-(4-fluoro-benzyl)-3,6-dioxopiperazin-2-yl)bicyclo[1.1.1]pentane-1-carboxamide